(3,5-dichloro-4-((4-methylquinolin-6-yl)oxy)phenyl)-3,5-dioxo-2,3,4,5-tetrahydro-1,2,4-triazine-6-carbonitrile ClC=1C=C(C=C(C1OC=1C=C2C(=CC=NC2=CC1)C)Cl)N1N=C(C(NC1=O)=O)C#N